C(C)(C)(C)C1=CC=C(CS)C=C1.[Cu].C(NC(=O)C=1N=NC=CC1NC1=NC=CC=C1SC)([2H])([2H])[2H] N-(methyl-d3)-4-((3-(methylthio)pyridin-2-yl)amino)pyridazine-3-carboxamide copper compound with 4-tert-butylbenzyl mercaptan